5-(2-chloro-5-(trifluoromethyl)-1H-imidazol-2-yl)benzoic acid ClC1(NC(=CN1)C(F)(F)F)C=1C=CC=C(C(=O)O)C1